(2R)-N-(3-{2-[(3-methoxy-1-methyl-1H-pyrazol-4-yl)amino]pyrimidin-4-yl}-1H-indol-7-yl)-2-(4-methylpiperazin-1-yl)propanamide saccharin salt S1(=O)(=O)NC(=O)C2=CC=CC=C12.COC1=NN(C=C1NC1=NC=CC(=N1)C1=CNC2=C(C=CC=C12)NC([C@@H](C)N1CCN(CC1)C)=O)C